OCCNC(C1=CN=CC=C1N1CC(N(C=2C=NC(=NC12)C1=NC(=CC=C1)C)C)=O)=O N-(2-hydroxyethyl)-4-(5-methyl-2-(6-methylpyridin-2-yl)-6-oxo-6,7-dihydropteridin-8(5H)-yl)nicotinamide